2-[6-(2-chloro-4-fluoro-5-methoxy-phenyl)-3-(4-isoquinolyl)-2,4-dioxo-thieno[3,2-d]pyrimidin-1-yl]acetonitrile ClC1=C(C=C(C(=C1)F)OC)C1=CC=2N(C(N(C(C2S1)=O)C1=CN=CC2=CC=CC=C12)=O)CC#N